COC=1C=C(C=CC1OC)C1=NNC2=NC(=NC(=C21)NC2CCCC2)NC2=C(C=CC=C2)N2CC(OCC2)OC 3-(3,4-dimethoxyphenyl)-4-(cyclopentylamino)-N-[(2-methoxy-4-morpholinyl)phenyl]-1H-pyrazolo[3,4-d]pyrimidin-6-amine